C(#N)C(C(=O)NC(OCC)=O)=NNC1=CC(=C(C(=C1)Cl)OC1=CC=C2CCC(NC2=C1)=O)Cl ethyl (2-cyano-2-(2-(3,5-dichloro-4-((2-oxo-1,2,3,4-tetrahydroquinolin-7-yl)oxy)phenyl)hydrazono)acetyl)carbamate